(R)-8-fluoro-5-[4-(5-fluoro-2,3-dihydrobenzofuran-7-yl)-2-hydroxy-4-methyl-2-trifluoromethyl-pentylamino]-2-methylquinoline FC=1C=CC(=C2C=CC(=NC12)C)NC[C@](CC(C)(C)C1=CC(=CC=2CCOC21)F)(C(F)(F)F)O